racemic-4-(1-(methylamino)ethyl)-2-(2,2,2-trifluoroethyl)isoquinolin-1(2H)-one CN[C@H](C)C1=CN(C(C2=CC=CC=C12)=O)CC(F)(F)F |r|